IC=1N=CN(C1)C1COC1 4-iodo-1-(oxetan-3-yl)-1H-imidazole